N,N'-bis(2,6-diisopropylphenyl)thiourea C(C)(C)C1=C(C(=CC=C1)C(C)C)NC(=S)NC1=C(C=CC=C1C(C)C)C(C)C